(1S,2S)-2-((tert-butyldimethylsilyl)oxy)-N-((1,3-dimethyl-1H-pyrazol-5-yl)methyl)cyclohexan-1-amine [Si](C)(C)(C(C)(C)C)O[C@@H]1[C@H](CCCC1)NCC1=CC(=NN1C)C